(3S)-3-(3-(difluoromethyl)phenyl)-3-(2-(4-((5-fluoro-1,4,5,6-tetrahydropyrimidin-2-yl)amino)-1H-indazole-6-carboxamido)acetamido)propanoic acid FC(C=1C=C(C=CC1)[C@H](CC(=O)O)NC(CNC(=O)C1=CC(=C2C=NNC2=C1)NC=1NCC(CN1)F)=O)F